O=C[C@H](O)[C@H](O)[C@H](O)[C@@H](O)CO L(-)-talose